(2S,3S)-((ethoxycarbonyl)oxy)methyl 3-((6-(5-chlorothiophen-2-yl)-5-fluoro-2-(2-fluoro-5-trityl-5H-pyrrolo[2,3-b]pyrazin-7-yl) pyrimidin-4-yl)amino)bicyclo[2.2.2]octane-2-carboxylate ClC1=CC=C(S1)C1=C(C(=NC(=N1)C1=CN(C2=NC=C(N=C21)F)C(C2=CC=CC=C2)(C2=CC=CC=C2)C2=CC=CC=C2)N[C@@H]2[C@H](C1CCC2CC1)C(=O)OCOC(=O)OCC)F